C1CCC2=C(C=CC=C12)C1=C(C=C2C(=N1)C(=NN2)C=2C=NN(C2)C2N(CC2)C(=O)N(C)C)OC (4-(5-(2,3-dihydro-1H-inden-4-yl)-6-methoxy-1H-pyrazolo[4,3-b]pyridin-3-yl)-1H-pyrazol-1-yl)-N,N-dimethylazetidine-1-carboxamide